FC1=CC=C(C=C1)C=1C=C2C(=NC1)NC(N2CC2=NN(C=C2)C)=O 6-(4-fluorophenyl)-1-[(1-methylpyrazol-3-yl)methyl]-3H-imidazo[4,5-b]pyridin-2-one